C(CCC)N1C(N(C(C(C1=O)=C1SCCCS1)=O)C1CCC2(CN(C2)C(=O)OCC2=CC=CC=C2)CC1)=O benzyl 7-(3-butyl-5-(1,3-dithian-2-ylidene)-2,4,6-trioxotetrahydropyrimidin-1(2H)-yl)-2-azaspiro[3.5]nonane-2-carboxylate